(R)-N-(2-methyl-1-((3-methylpyridin-2-yl)oxy)propan-2-yl)-2-((R)-1-methylpyrrolidin-2-yl)propanamide CC(COC1=NC=CC=C1C)(C)NC([C@H](C)[C@@H]1N(CCC1)C)=O